2-Bromo-1-phenylethan BrCCC1=CC=CC=C1